C(C)C=1C(=C(N=NC1CC)SC1=CC(=CC=C1)C)C(=O)O 5,6-diethyl-3-[(3-methylphenyl)thio]pyridazine-4-carboxylic acid